FC(C=C1CC2(CCCN2C1)CO)F (2-(2,2-difluoroethylidene)tetrahydro-1H-pyrrolizin-7a(5H)-yl)methanol